2-(3-bromo-4-fluoro-phenyl)propanoic acid BrC=1C=C(C=CC1F)C(C(=O)O)C